N1,N1,N2-trimethyl-1,2-ethanediamine CN(CCNC)C